(S)-4-amino-7-fluoro-N-methyl-N-(6-(3-methylisoxazol-5-yl)-2,3-dihydrobenzofuran-3-yl)imidazo[1,5-a]quinoxaline-8-carboxamide NC=1C=2N(C3=CC(=C(C=C3N1)F)C(=O)N([C@@H]1COC3=C1C=CC(=C3)C3=CC(=NO3)C)C)C=NC2